(2-ethyl-3-fluoro-5-isopropyl-phenyl)boronic acid C(C)C1=C(C=C(C=C1F)C(C)C)B(O)O